2-[[2-(2,6-dioxo-3-piperidinyl)-3-oxo-isoindolin-5-yl]amino]-N,N-dimethyl-acetamide O=C1NC(CCC1N1CC2=CC=C(C=C2C1=O)NCC(=O)N(C)C)=O